C[C@@H]1O[C@@H](CN(C1)C1=CC=CC=N1)C 6-(cis-2,6-dimethylmorpholino)pyridin